C1(CCCCC1)[C@@H](C(=O)NC1=CC=C(C=C1)C=1C(=NNC1C)C)NC(=O)C1=CNC2=NC=CC=C21 N-[(1S)-1-cyclohexyl-2-[4-(3,5-dimethyl-1H-pyrazol-4-yl)anilino]-2-oxo-ethyl]-1H-pyrrolo[2,3-b]pyridine-3-carboxamide